C(C)C(C(C(=O)N)CCCCCC)(C)CC diethyl-hexyl-butanamide